2-(5-bromo-3-ethylsulfanyl-2-pyridyl)-3-methyl-6-(1,1,2,2,2-pentafluoroethyl)imidazo[4,5-b]pyridine BrC=1C=C(C(=NC1)C1=NC=2C(=NC=C(C2)C(C(F)(F)F)(F)F)N1C)SCC